N-(2-((2-(diethylamino)ethyl)amino)-5-nitrophenyl)-2-(4-hydroxyphenyl)acetamide C(C)N(CCNC1=C(C=C(C=C1)[N+](=O)[O-])NC(CC1=CC=C(C=C1)O)=O)CC